N,N-di-isopropyl-N-(hexenyl)amine C(C)(C)N(C=CCCCC)C(C)C